tert-Butyl N-[4-({6-[1-(4-methylbenzenesulfonyl)-5-[(pyridin-3-ylmethyl)carbamoyl]-1H-pyrrolo[2,3-b]pyridin-3-yl]-3-[(oxan-4-ylmethyl)amino]quinolin-4-yl}amino)cyclohexyl]carbamate CC1=CC=C(C=C1)S(=O)(=O)N1C=C(C=2C1=NC=C(C2)C(NCC=2C=NC=CC2)=O)C=2C=C1C(=C(C=NC1=CC2)NCC2CCOCC2)NC2CCC(CC2)NC(OC(C)(C)C)=O